BrC1=CC2=C(S1)C=CC(=C2)C(=O)OC methyl 2-bromobenzo[b]thiophene-5-carboxylate